FC1=CC(=C(C(=O)NC2=CC=C(C=C2)N2C3=C(NC(CC2=O)=O)C2=CC=CC=C2C=C3)C=C1)OC 5-[4-(4-Fluoro-2-methoxybenzoyl)amino-phenyl]-1H-naphtho[1,2-b][1,4]diazepine-2,4(3H,5H)-dione